melamine magnesium [Mg].N1=C(N)N=C(N)N=C1N